5-hydroxypyridine-amide OC=1C=CC(=NC1)C(=O)N